(trifluoromethyl)tetrahydrofuran-2-yl 4-nitrobenzoate [N+](=O)([O-])C1=CC=C(C(=O)OC2(OCCC2)C(F)(F)F)C=C1